N2-(1-methylpiperidin-4-yl)-7-phenoxypyrido[2,3-d]pyrimidine-2,4-diamine CN1CCC(CC1)NC=1N=C(C2=C(N1)N=C(C=C2)OC2=CC=CC=C2)N